N-(3-hydroxy-4-methoxybenzyl)-4'-methoxy-4-piperidinyl-[1,1'-biphenyl]-3-carboxamide OC=1C=C(CNC(=O)C=2C=C(C=CC2N2CCCCC2)C2=CC=C(C=C2)OC)C=CC1OC